FC=1C(=CC=C2C=CNC12)C(=O)N1[C@@H](C=2N(CC1)C(=NN2)C2=NC(=NS2)C)C (R)-(7-fluoro-1H-indol-6-yl)(8-methyl-3-(3-methyl-1,2,4-thiadiazol-5-yl)-5,6-dihydro-[1,2,4]triazolo[4,3-a]pyrazin-7(8H)-yl)methanone